sodium [3-[3-[[(3R)-1-tert-butoxycarbonylpyrrolidin-3-yl]carbamoyl]pyrazol-1-yl]-7-oxo-1,6-diazabicyclo[3.2.1]oct-3-en-6-yl] sulfate S(=O)(=O)(ON1C2C=C(CN(C1=O)C2)N2N=C(C=C2)C(N[C@H]2CN(CC2)C(=O)OC(C)(C)C)=O)[O-].[Na+]